N-hydroxy-1-((4-propylphenyl)sulfonyl)pyrrolidine-2-carboxamide ONC(=O)C1N(CCC1)S(=O)(=O)C1=CC=C(C=C1)CCC